(1S,2S)-2-PROPYLCYCLOPROPYLBORONIC ACID C(CC)[C@@H]1[C@H](C1)B(O)O